5-(bromomethyl)-3-chloro-2-cyclopropylpyridine BrCC=1C=C(C(=NC1)C1CC1)Cl